1-(4-methoxyphenyl) ethyldithiocarbamate C(C)NC(SC1=CC=C(C=C1)OC)=S